CC1=NN=C(S1)C=1C=C2C=C(N=CC2=CC1)NC(CN1[C@@H](COCC1)C)=O (R)-N-(6-(5-methyl-1,3,4-thiadiazol-2-yl)isoquinolin-3-yl)-2-(3-methylmorpholinyl)acetamide